tert-Butyl 2,2-dimethyl-4-[3-(5-methyl-3-sulfamoyl-pyrazol-1-yl)propyl]pyrrolidine-1-carboxylate CC1(N(CC(C1)CCCN1N=C(C=C1C)S(N)(=O)=O)C(=O)OC(C)(C)C)C